ethyl 5-bromo-3-formyl-pyrazolo[1,5-a]pyridine-7-carboxylate BrC1=CC=2N(C(=C1)C(=O)OCC)N=CC2C=O